5,6-difluoro-3-[1-methyl-2H,3H-pyrido[2,3-b][1,4]oxazin-6-yl]-1H-indazole FC=1C=C2C(=NNC2=CC1F)C=1C=CC2=C(OCCN2C)N1